methyl-[[5-[2-[4-(trifluoromethyl)anilino]-3-pyridyl]-1,3,4-oxadiazol-2-yl]methyl]cyanamide CN(C#N)CC=1OC(=NN1)C=1C(=NC=CC1)NC1=CC=C(C=C1)C(F)(F)F